(5-morpholinyl-2-(piperidin-1-yl)phenyl)-5-(1H-pyrazol-4-yl)furan-2-carboxamide N1(CCOCC1)C=1C=CC(=C(C1)C1=C(OC(=C1)C=1C=NNC1)C(=O)N)N1CCCCC1